1-(3-(difluoromethoxy)phenyl)-4-fluoro-3-isopropyl-2-oxo-2,3-dihydro-1H-benzo[d]imidazole-5-carboxylic acid FC(OC=1C=C(C=CC1)N1C(N(C2=C1C=CC(=C2F)C(=O)O)C(C)C)=O)F